cis-8-dimethylamino-3-(1-methyl-1-phenyl-ethyl)-8-phenyl-1,3-diazaspiro[4.5]decan-2-one CN(C1(CCC2(CN(C(N2)=O)C(C)(C2=CC=CC=C2)C)CC1)C1=CC=CC=C1)C